C[C@@H]1[C@H]([C@@H]([C@@H]([C@H](O1)O[C@H]2[C@@H]([C@H](O[C@@H]([C@H]2O)OCCCCCC(=O)OC)C)NC=O)O)O)NC=O The molecule is a glycoside that consists of two N-formyl-alpha-D-perosamine residues linked (1->3) and linked at the reducing end glycosidically to a 5-(methoxycarbonyl)pentyl group. It is a glycoside, a methyl ester and a disaccharide derivative. It derives from an alpha-D-Rhap4NFo-(1->3)-alpha-D-Rhap4NFo.